FC[C@H]1[C@H](C1)C(=O)O |r| Rac-(1S,2R)-2-(fluoromethyl)cyclopropane-1-carboxylic acid